5-(2-methylbenzoyl)-3-(1,2,3,4,5,8-hexahydroindolizin-7-yl)-1H-indole CC1=C(C(=O)C=2C=C3C(=CNC3=CC2)C2=CCN3CCCC3C2)C=CC=C1